C(C1=CC=CC=C1)O[C@@H]1[C@H](N(C[C@@H]([C@H]1OCC1=CC=CC=C1)OCC1=CC=CC=C1)CCC1=C(C=C(C=C1F)C=1CCOCC1)F)C (2R,3R,4R,5S)-3,4,5-tris(benzyloxy)-1-(4-(3,6-dihydro-2H-pyran-4-yl)-2,6-difluorophenethyl)-2-methylpiperidine